N-[(3S)-9-fluoro-2-oxo-5-phenyl-1,3-dihydro-1,4-benzodiazepine-3-Yl]-6-methyl-2-(6-morpholin-4-ylpyridin-3-yl)imidazo[1,2-b]pyridazine-3-carboxamide FC1=CC=CC=2C(=N[C@@H](C(NC21)=O)NC(=O)C2=C(N=C1N2N=C(C=C1)C)C=1C=NC(=CC1)N1CCOCC1)C1=CC=CC=C1